OCC1(CCOCC1)NC(=O)C1=C(OC2=C1C=C(C=C2)OCC=2C(=NC=CC2)OC)C N-(4-(hydroxymethyl)tetrahydro-2H-pyran-4-yl)-5-((2-methoxypyridin-3-yl)methoxy)-2-methyl-benzofuran-3-carboxamide